C(#N)C1CCN(CC1)C(=O)NC=1SC(=C(N1)C1=CC(=CC=C1)C#N)C1=CC(=NC(=C1)C)C 4-Cyano-N-[4-(3-cyanophenyl)-5-(2,6-dimethyl-4-pyridyl)thiazol-2-yl]piperidin-1-carboxamid